6-(3-amino-5-fluoro-6-(4-(piperazin-1-yl)phenyl)pyrazin-2-yl)-8-fluoro-3,4-dihydroisoquinolin-1(2H)-one NC=1C(=NC(=C(N1)F)C1=CC=C(C=C1)N1CCNCC1)C=1C=C2CCNC(C2=C(C1)F)=O